BrN(C1=CC=CC=C1)C(C)=O N-bromoacetanilide